C(CCCCCCCCCCCCCCCCC)C1=C(C(O)=CC=C1)O octadecylcatechol